5-[2-methyl-5-[[(1S,5R,7s)-3-oxa-9-azabicyclo[3.3.1]nonan-7-yl]oxy]-4-pyridyl]-N-pyridazin-4-yl-pyrazolo[1,5-a]pyridin-2-amine CC1=NC=C(C(=C1)C1=CC=2N(C=C1)N=C(C2)NC2=CN=NC=C2)OC2C[C@@H]1COC[C@H](C2)N1